(1R,9R)-3-(2-fluorophenyl)-11-(phenylsulfonyl)-7,11-diazatricyclo[7.3.1.02,7]trideca-2,4-dien-6-one FC1=C(C=CC=C1)C1=C2[C@H]3CN(C[C@@H](CN2C(C=C1)=O)C3)S(=O)(=O)C3=CC=CC=C3